BrC=1C=NN(C1)[C@H]1[C@@H](COC1)O |r| rac-trans-4-(4-bromo-1H-pyrazol-1-yl)tetrahydrofuran-3-ol